1-(3-trifluoromethoxyphenyl)-N-methylmethanamine FC(OC=1C=C(C=CC1)CNC)(F)F